6-[3-chloro-4-(cyclobutylmethoxy)phenyl]-N-[(2-morpholino-3-pyridinyl)methyl]pyridazine-4-carboxamide boron-lithium salt [Li].[B].ClC=1C=C(C=CC1OCC1CCC1)C1=CC(=CN=N1)C(=O)NCC=1C(=NC=CC1)N1CCOCC1